aluminum bis(10-undecenoic acid) aluminum chloride [Al](Cl)(Cl)Cl.C(CCCCCCCCC=C)(=O)O.C(CCCCCCCCC=C)(=O)O.[Al]